ClC1=NC=CC=2CCCCC12 1-Chloro-5,6,7,8-tetrahydroisoquinoline